4,4',4'',4'''-(5,5-dimethoxycyclopenta-1,3-diene-1,2,3,4-tetrayl)tetrakis(N,N-bis(4-methoxyphenyl)aniline) COC1(C(=C(C(=C1C1=CC=C(N(C2=CC=C(C=C2)OC)C2=CC=C(C=C2)OC)C=C1)C1=CC=C(N(C2=CC=C(C=C2)OC)C2=CC=C(C=C2)OC)C=C1)C1=CC=C(N(C2=CC=C(C=C2)OC)C2=CC=C(C=C2)OC)C=C1)C1=CC=C(N(C2=CC=C(C=C2)OC)C2=CC=C(C=C2)OC)C=C1)OC